CC1=C(C(=O)NC2=CC=C(C3=CC=CC=C23)S(=O)(=O)NC(C)C2CN(CC2)C(=O)OC(C)(C)C)C=CC=C1 tert-butyl 3-(1-(4-(2-methylbenzamido)naphthalene-1-sulfonamido)ethyl)pyrrolidine-1-carboxylate